4,4,5,5,6,6-hexafluorononane FC(CCC)(C(C(CCC)(F)F)(F)F)F